NC1=C(C=CC(=C1)OC(F)(F)F)C(=O)N1CCC(CC1)C1=CNC2=NC=C(N=C21)NC2COC2 [2-amino-4-(trifluoromethoxy)phenyl]-[4-[2-(oxetan-3-ylamino)-5H-pyrrolo[2,3-b]pyrazin-7-yl]-1-piperidyl]methanone